C1(=CC=CC=C1)[B-](C1=CC=CC=C1)(C1=CC=CC=C1)C1=CC=CC=C1.C(C)(C)(C)[NH+](C(C)(C)C)C(C)(C)C tri(t-butyl)ammonium tetraphenyl-borate